N3-(2,6-dimethyl-phenyl)-N6-(4-piperazin-1-yl-phenyl)-1-(3-piperidin-1-yl-propyl)-1H-pyrazolo[3,4-d]pyrimidine-3,6-diamine CC1=C(C(=CC=C1)C)NC1=NN(C2=NC(=NC=C21)NC2=CC=C(C=C2)N2CCNCC2)CCCN2CCCCC2